N-[3-chloro-2-fluoro-4-[[(2S)-tetrahydrofuran-2-yl]methoxy]phenyl]-6-[(1S,4S)-2,5-diazabicyclo[2.2.1]heptan-2-yl]pyrido[3,2-d]pyrimidin-4-amine ClC=1C(=C(C=CC1OC[C@H]1OCCC1)NC=1C2=C(N=CN1)C=CC(=N2)N2[C@@H]1CN[C@H](C2)C1)F